2-methyl-6-(6-methyl-3-{1-[(1-methylcyclohexyl)methyl]-1H-pyrazol-4-yl}pyridin-2-yl)-2H-indazole CN1N=C2C=C(C=CC2=C1)C1=NC(=CC=C1C=1C=NN(C1)CC1(CCCCC1)C)C